5-Chloro-1-methyl-3-(pyridin-3-yl)-1H-pyrazole-4-carbaldehyde ClC1=C(C(=NN1C)C=1C=NC=CC1)C=O